5-bromo-N-cyclopropyl-2-[(2S)-2-(trifluoromethylsulfonylamino)propoxy]pyridine-4-carboxamide BrC=1C(=CC(=NC1)OC[C@H](C)NS(=O)(=O)C(F)(F)F)C(=O)NC1CC1